CC([C@@H](C(=O)O)N1C(C2(CCC1)CCNCC2)=O)C (2S)-3-methyl-2-(1-oxo-2,9-diazaspiro[5.5]undec-2-yl)butanoic acid